5-((4-((2-ethylphenyl)amino)-5-methylpyrimidin-2-yl)amino)benzo[c][1,2]oxaborole-1(3H)-ol C(C)C1=C(C=CC=C1)NC1=NC(=NC=C1C)NC1=CC2=C(B(OC2)O)C=C1